2-(1-(1-(2,6-bis(benzyloxy)pyridin-3-yl)-3-methyl-2-oxo-2,3-dihydro-1H-benzo[d]imidazol-5-yl)azepan-4-yl)acetic acid C(C1=CC=CC=C1)OC1=NC(=CC=C1N1C(N(C2=C1C=CC(=C2)N2CCC(CCC2)CC(=O)O)C)=O)OCC2=CC=CC=C2